FC=1C=NC=CC1C1=CC=2C(NCC3(C2N1)CN(CC3)C(=O)OC(C)(C)C)=O tert-butyl 2'-(3-fluoropyridin-4-yl)-4'-oxo-5',6'-dihydro-1'H-spiro[pyrrolidine-3,7'-pyrrolo[3,2-c]pyridine]-1-carboxylate